C(C)(CC)N1N=CC=2NC(NC(C21)=O)=O 1-sec-Butyl-1,4-dihydro-pyrazolo[4,3-d]pyrimidine-5,7-dione